thioacetyl-valin C(C)(=S)N[C@@H](C(C)C)C(=O)O